Stearoyl-L-ascorbic Acid C(CCCCCCCCCCCCCCCCC)(=O)[C@]1(C(=C(C(=O)O1)O)O)[C@@H](O)CO